Lithium trifluoromethanesulfonate nonafluorobutanesulfonate FC(C(C(C(S(=O)(=O)[O-])(F)F)(F)F)(F)F)(F)F.FC(S(=O)(=O)O)(F)F.[Li+]